C(C)(C)(C)OC(=O)NC[C@H](C(=O)O)CCC (R)-2-(((tert-Butoxycarbonyl)amino)methyl)pentanoic acid